ClC1=C(C(=CC=C1Cl)F)[C@]1(CNCC1)NC=1C(=C2C(N(C=NC2=CC1)C)=O)F 6-[(R)-3-(2,3-dichloro-6-fluorophenyl)-3-pyrrolidinylamino]-5-fluoro-3-methyl-3,4-dihydro-4-quinazolinone